O=C1CC(C1)C(=O)OCCCCCCCCCC Decyl 3-oxocyclobutane-1-carboxylate